(+-)-trans-N-[8-chloro-6-(5-isopropyl-1-methyl-pyrazol-4-yl)-3-isoquinolinyl]-2-cyano-cyclopropanecarboxamide ClC=1C=C(C=C2C=C(N=CC12)NC(=O)[C@H]1[C@@H](C1)C#N)C=1C=NN(C1C(C)C)C |r|